3-(4-((3-benzyl-9-methyl-4H,6H-thieno[2,3-e][1,2,4]triazolo[3,4-c][1,4]oxazepin-2-yl)ethynyl)-1H-pyrazol-1-yl)propyl 4-(2-(2,6-dioxopiperidin-3-yl)-oxoisoindolin-4-yl)but-3-ynoate O=C1NC(CCC1N1C(C2=CC=CC(=C2C1)C#CCC(=O)OCCCN1N=CC(=C1)C#CC1=C(C2=C(N3C(COC2)=NN=C3C)S1)CC1=CC=CC=C1)=O)=O